2-(1-naphthyl)anthracene-1,3,4,5,6,7,8,9,10-d9 C1(=CC=CC2=CC=CC=C12)C1=C(C2=C(C3=C(C(=C(C(=C3C(=C2C(=C1[2H])[2H])[2H])[2H])[2H])[2H])[2H])[2H])[2H]